(1R-3S)-3-(1-(tert-butyl)-5-(1-(non-8-yn-1-yl)-1H-pyrazole-4-carboxamido)-1H-pyrazol-3-yl)cyclopentyl isopropylcarbamate C(C)(C)NC(O[C@H]1C[C@H](CC1)C1=NN(C(=C1)NC(=O)C=1C=NN(C1)CCCCCCCC#C)C(C)(C)C)=O